5-methoxybenzothiazol COC=1C=CC2=C(N=CS2)C1